CC=1N=C(SC1C)CCC(=O)O 3-(4,5-Dimethylthiazol-2-yl)propionic acid